methylnorbornene-2,3-dicarboxylic anhydride CC12CC(C=C1)C3C2C(=O)OC3=O